N1=C(C=C(C=C1)C1=CC=NC=C1)C(=O)N (4,4'-bipyridine)carboxamide